(R)-3-AMINOTETRAHYDRO-2H-PYRAN-3-CARBOXYLIC ACID N[C@]1(COCCC1)C(=O)O